(R)-4-(4-(4-chloro-2-fluorophenyl)-7-methylpteridin-2-yl)-2-(2-methylpyrimidin-5-yl)morpholine ClC1=CC(=C(C=C1)C1=NC(=NC2=NC(=CN=C12)C)N1C[C@H](OCC1)C=1C=NC(=NC1)C)F